NC1(CCS(CC1)(=O)=O)C(=O)O 4-amino-1,1-dioxothiane-4-carboxylic acid